3-(1-ethyl-4-methyl-benzotriazol-5-yl)-3-[2-(isoquinoline-3-carbonyl)-3,4-dihydro-1H-isoquinolin-7-yl]propanoic acid C(C)N1N=NC2=C1C=CC(=C2C)C(CC(=O)O)C2=CC=C1CCN(CC1=C2)C(=O)C=2N=CC1=CC=CC=C1C2